BrC=1C=C2C(=C3C(NC(C13)C1=C(C=CC(=C1)F)Cl)=O)N=CN2CC(F)(F)F 5-bromo-6-(2-chloro-5-fluorophenyl)-3-(2,2,2-trifluoroethyl)-7,8-dihydro-6H-imidazo[4,5-e]isoindol-8-one